C(C)(=O)O.N(CC(=O)O)CC(=O)O iminodiacetic acid acetate